valeryl-2,4,6-triaminobenzoic acid C(CCCC)(=O)C=1C(=C(C(=O)O)C(=CC1N)N)N